2-methoxy-5-acetamido-N,N-dihydroxyethylaniline COCCC1=C(N(O)O)C=C(C=C1)NC(C)=O